BrC=1C=C(C(=O)C2C(CCC2)=O)C=C(C1)I 2-(3-bromo-5-iodobenzoyl)cyclopentan-1-one